3-(2,6-bis(difluoromethyl)phenoxy)-4-bromo-1-methylpyridin-2(1H)-one FC(C1=C(OC=2C(N(C=CC2Br)C)=O)C(=CC=C1)C(F)F)F